(2S,4R)-N-((5-(N-acetoxycarbamimidoyl)thiophen-2-yl)methyl)-4-fluoro-1-((4-(4-fluorophenoxy)benzoyl)glycyl)-4-(methoxymethyl)pyrrolidine-2-carboxamide C(C)(=O)ONC(=N)C1=CC=C(S1)CNC(=O)[C@H]1N(C[C@](C1)(COC)F)C(CNC(C1=CC=C(C=C1)OC1=CC=C(C=C1)F)=O)=O